[Cl-].C(C1=CC=CC=C1)[N+](CCC)(C)C Benzyl-dimethyl-propyl-ammonium chloride